(S)-7-((5-(1-((tert-butoxycarbonyl)amino)-1,3-dihydrospiro[indene-2,4'-piperidine]-1'-yl)-6-(hydroxymethyl)-3-methylpyrazin-2-yl)thio)-8-chloroimidazo[1,2-a]pyridine-2-carboxylic acid C(C)(C)(C)OC(=O)N[C@@H]1C2=CC=CC=C2CC12CCN(CC2)C=2N=C(C(=NC2CO)SC2=C(C=1N(C=C2)C=C(N1)C(=O)O)Cl)C